FC(OC1=CC=C(C=C1)C1=CC=C(C=C1)C(O)C=1C=NC=NC1)(F)F α-[4'-(trifluoromethoxy)[1,1-biphenyl]-4-yl]-5-pyrimidinemethanol